((7R)-7-amino-2-azabicyclo[2.2.1]hept-2-yl)(2-(1-(cyclopropylmethyl)-6-(4-methoxypiperidin-1-yl)-1H-pyrrolo[2,3-b]pyridin-2-yl)-4-methoxy-3-methylbenzo[b]thiophen-6-yl)methanone N[C@H]1C2N(CC1CC2)C(=O)C=2C=C(C1=C(SC(=C1C)C1=CC=3C(=NC(=CC3)N3CCC(CC3)OC)N1CC1CC1)C2)OC